NCC1=CC=C(OC2=CC=C(CN(C(OC(C)(C)C)=O)C)C=C2)C=C1 Tert-butyl (4-(4-(aminomethyl)phenoxy)benzyl)(methyl)carbamate